FC=1C(=CC=2C3=C(NC(C2C1)=O)COC[C@H]3N(C(C3=CC(=C(C=C3)OC(F)F)F)=O)C)F (S)-N-(8,9-Difluoro-6-oxo-1,4,5,6-tetrahydro-2H-pyrano[3,4-c]isoquinolin-1-yl)-4-(difluoromethoxy)-3-fluoro-N-methylbenzamide